CC1=CC=CC2=C1OC([C@@H](N2)C2=CC=CC=C2)=O (+)-(S)-8-Methyl-3-phenyl-3,4-dihydro-2H-benzo[b][1,4]oxazin-2-one